CC(C#N)(COC1=CC=C(C=C1)C1=NC(=NC=C1C)NC=1C=NN(C1)C1CCOCC1)C 2,2-Dimethyl-3-(4-(5-methyl-2-((1-(tetrahydro-2H-pyran-4-yl)-1H-pyrazol-4-yl)amino)pyrimidin-4-yl)phenoxy)propanenitrile